NC1=CC=C2C(=N1)CC[C@@H]2NC([C@H](C)NC(=O)C=2NC=C(C2)C2=CC=CC=C2)=O N-((S)-1-(((S)-2-amino-6,7-dihydro-5H-cyclopenta[b]pyridin-5-yl)amino)-1-oxopropan-2-yl)-4-phenyl-1H-pyrrole-2-carboxamide